C(C1=C(N(C2CCCCC2)C2CCCCC2)C=CC=C1)C1=C(N(C2CCCCC2)C2CCCCC2)C=CC=C1 methylenebis(N,N-dicyclohexyl-aniline)